(E)-3,7-dimethyloct-2,6-dien-1-yl-8-bromooctanoate C\C(=C/COC(CCCCCCCBr)=O)\CCC=C(C)C